(5,6,9,10,11,12-Hexahydro-4H-[1,2]oxazolo[3,4-c]pyrido[4',3':3,4]pyrazolo[1,5-a]azepin-5-yl)-methanol hydrochloride Cl.N=1OC=C2C1C=1N(CC(C2)CO)N=C2C1CNCC2